[OH-].FC1(C=CN=CC=C1)F 4,4-difluoroazepine Hydroxide